OC=1C(=NC=CC1)C hydroxy-2-methylpyridine